7-hydroxy-8,8-dimethyl-7,8-dihydro-6H-pyrano[3,2-g]chromen OC1CC=2C=C3C=CCOC3=CC2OC1(C)C